FC1=C(C2=C(C=CO2)C=C1)NC(=O)N1C(C=2NN=C(C2C1)NC(=O)C1(CCC1)[Si](C)(C)C)(C)C N-(6-fluorobenzofuran-7-yl)-6,6-dimethyl-3-[1-(trimethylsilyl)cyclobutanecarboxamido]-4,6-dihydropyrrolo[3,4-c]pyrazole-5(1H)-carboxamide